C(=O)O.FC1=C(C=CC=C1)S(=O)(=O)NC1=C(C(=C(C=C1)C)C1=CC2=C(N=C(N=C2)NC)N2C1=NCC2)F 2-fluoro-N-(2-fluoro-4-methyl-3-(2-(methylamino)-8,9-dihydroimidazo[1',2':1,6]pyrido[2,3-d]pyrimidin-6-yl)phenyl)benzenesulfonamide formate